N=1N=C(NC1)COC1=C(C=C(C=C1OC)C1=CC(=CC=2N(C(N(C21)C)=O)CC(=O)NC2=CC(=CC=C2)N2CCOCC2)C(F)(F)F)F 2-(4-(4-((4H-1,2,4-triazol-3-yl)methoxy)-3-fluoro-5-methoxyphenyl)-3-methyl-2-oxo-6-(trifluoromethyl)-2,3-dihydro-1H-benzo[d]imidazol-1-yl)-N-(3-morpholinophenyl)acetamide